[N+](=O)([O-])C1(N=NC(=N1)[N+](=O)[O-])C(=O)[O-] 3,5-dinitro-1,2,4-triazolate